C(C1=CC=CC=C1)OC(=O)N1[C@H](CN(CC1)C=1C2=C(N=C(N1)Cl)C(=CN2)C(C2=CC(=CC1=CC=CC=C21)OC(C(C)(C)C)=O)O)CC#N (2S)-4-(2-chloro-7-(hydroxy(3-(pivaloyloxy)naphthalen-1-yl)methyl)-5H-pyrrolo[3,2-d]pyrimidin-4-yl)-2-(cyanomethyl)piperazine-1-carboxylic acid benzyl ester